1-(2-(4-ethylpiperazin-1-yl)-4-methylquinolin-6-yl)-3-(3-(methylamino)propyl)thiourea C(C)N1CCN(CC1)C1=NC2=CC=C(C=C2C(=C1)C)NC(=S)NCCCNC